1,4-bis(perfluorobutoxy)-2-fluorobenzene FC(C(C(C(F)(F)F)(F)F)(F)F)(OC1=C(C=C(C=C1)OC(C(C(C(F)(F)F)(F)F)(F)F)(F)F)F)F